OC[C@H]1O[C@H]([C@@H]([C@H]([C@@H]1O)O)O)OCCC1=CC=C(C=C1)OC (2R,3S,4S,5R,6R)-2-(hydroxymethyl)-6-(4-methoxyphenethoxy)tetrahydro-2H-pyran-3,4,5-triol